NC1C[C@@H](N([C@H](C1)C)C(=O)OC(C)(C)C)C tert-butyl (2S,6S)-4-amino-2,6-dimethylpiperidine-1-carboxylate